(thiazol-2-ylmethyl)-[1,1'-biphenyl]-4-amine S1C(=NC=C1)CC1=C(C=CC(=C1)N)C1=CC=CC=C1